N[C@H]1CN(CCC1)C1=C2C(=NC=C1)N(C(=N2)C2=CC(=C(C#N)C=C2)F)C=2C=C(C=CC2)C (R)-4-(7-(3-aminopiperidin-1-yl)-3-(m-tolyl)-3H-imidazo[4,5-b]pyridin-2-yl)-2-fluorobenzonitrile